4-((2-chloro-5-(1-(difluoromethyl)-1H-pyrazol-3-yl)pyridin-4-yl)amino)pentan-1-ol ClC1=NC=C(C(=C1)NC(CCCO)C)C1=NN(C=C1)C(F)F